3-methyl-N-(trifluoroacetyl)-L-valyl-(4R)-N-{(1S)-1-cyano-2-[(3S)-2-oxopyrrolidin-3-yl]ethyl}-4-methyl-4-(trifluoromethyl)-L-prolinamide CC([C@H](NC(C(F)(F)F)=O)C(=O)N1[C@@H](C[C@](C1)(C(F)(F)F)C)C(=O)N[C@@H](C[C@H]1C(NCC1)=O)C#N)(C)C